Cyclopropyl-(4-(pyrazolo[1,5-a]pyrimidin-6-yl)piperazin-1-yl)methanone C1(CC1)C(=O)N1CCN(CC1)C=1C=NC=2N(C1)N=CC2